Tert-butyl 4-[4-[4-[tert-butoxycarbonyl(methyl)amino]-1-piperidyl]phenyl]-4-cyano-butanoate C(C)(C)(C)OC(=O)N(C1CCN(CC1)C1=CC=C(C=C1)C(CCC(=O)OC(C)(C)C)C#N)C